FC1=CC=C2C=C(N=C(C2=C1)OC)C1CC(CO1)=O 5-(7-fluoro-1-methoxyisoquinolin-3-yl)dihydrofuran-3(2H)-one